C(C)(C)(C)OC(=O)N1CC(C1)CN1C(C(N(C2=CC(=C(C=C12)Cl)Br)C1=C(C=CC=C1)C(C)C)=O)=O 3-((6-bromo-7-chloro-4-(2-isopropylphenyl)-2,3-dioxo-3,4-dihydroquinoxalin-1(2H)-yl)methyl)azetidine-1-carboxylic acid tert-butyl ester